IC1=C(C(=CC(=C1)C(F)(F)F)C(F)(F)F)C1(CC1)N(C(O)=O)C1=CC=C(C=C1)F.CN1N=CC(=C1)C=1C=CC=2N(C1)N=CC2N2CCNCC2 1-[6-(1-methylpyrazol-4-yl)pyrazolo[1,5-a]pyridin-3-yl]piperazine 2-iodo-4,6-bis(trifluoromethyl)phenyl-cyclopropyl(4-fluorophenyl)carbamate